N1C=CC2=CC(=CC=C12)C1=CC=C(C=C1)CCCNC(=O)C1=CN=C(S1)C N-(3-(4-(1H-indol-5-yl)phenyl)propyl)-2-methylthiazole-5-carboxamide